[(3R,9aS)-3-hydroxy-3-[4-(trifluoromethyl)phenyl]-1,4,6,7,9,9a-hexahydropyrazino[2,1-c][1,4]oxazin-8-yl]-(2-chloro-3-methoxy-phenyl)methanone O[C@]1(CN2[C@H](CO1)CN(CC2)C(=O)C2=C(C(=CC=C2)OC)Cl)C2=CC=C(C=C2)C(F)(F)F